((R)-3-amino-pyrrolidin-1-yl)-[(4bS,6R)-1-(1-methanesulfonyl-1-methyl-ethyl)-5-methyl-5,6,8a,9-tetrahydro-8H-7,10-dioxa-2,4,4b-triazaphenanthren-3-yl]-methanone N[C@H]1CN(CC1)C(=O)C=1N=C(C=2OCC3COCC(N3C2N1)C)C(C)(C)S(=O)(=O)C